benzyl (6R)-6-{[7-cyano-2-(1-cyclopropyl-1H-pyrazol-4-yl)[1,2,4]triazolo[1,5-c]quinazolin-5-yl]amino}-5-oxo-1,4-diazepane-1-carboxylate C(#N)C1=CC=CC=2C=3N(C(=NC12)N[C@H]1C(NCCN(C1)C(=O)OCC1=CC=CC=C1)=O)N=C(N3)C=3C=NN(C3)C3CC3